2-((2-((4-(1-((6-(2,4-dioxotetrahydropyrimidin-1(2H)-yl)pyridin-3-yl)methyl)piperidin-4-yl)-2-isopropoxy-5-methylphenyl)amino)-5-(trifluoromethyl)pyridin-4-yl)amino)-N-methylbenzamide O=C1N(CCC(N1)=O)C1=CC=C(C=N1)CN1CCC(CC1)C1=CC(=C(C=C1C)NC1=NC=C(C(=C1)NC1=C(C(=O)NC)C=CC=C1)C(F)(F)F)OC(C)C